N-(4-fluorophenyl)-2-[5-(oxane-4-carbonyl)-5,6,7,8-tetrahydro-1,5-naphthyridin-2-yl]propanamide FC1=CC=C(C=C1)NC(C(C)C1=NC=2CCCN(C2C=C1)C(=O)C1CCOCC1)=O